C(C(C)C)C(=O)C methyl (isobutyl) ketone